N-(1-(3,3-difluorocyclobutyl)-6-oxo-1,6-dihydropyridazin-3-yl)-2-((1R,6S)-6-(difluoromethyl)-3-azabicyclo[4.1.0]heptan-3-yl)-4-((2-hydroxyethyl)sulfonamido)benzamide FC1(CC(C1)N1N=C(C=CC1=O)NC(C1=C(C=C(C=C1)NS(=O)(=O)CCO)N1C[C@@H]2C[C@@]2(CC1)C(F)F)=O)F